C(C)(C)(C)C1=C(C=CC=C1)[I+]C1=C(C=CC=C1)C(C)(C)C.CC1=CC=C(C=C1)S(=O)(=O)[O-] p-toluenesulfonic acid, di(tert-butylphenyl)iodonium salt